ClC1=C(C(=O)C2=CNC3=C2C2=C(NC([C@](N2)(C)COCC)=O)C=N3)C=CC(=C1)OC1=CC=CC=C1 (S)-9-(2-chloro-4-phenoxybenzoyl)-2-(ethoxymethyl)-2-methyl-1,2,4,7-tetrahydro-3H-pyrrolo[3',2':5,6]Pyrido[3,4-b]Pyrazin-3-one